tert-butyl 3-(1-(4-fluoro-2-(isopropyl(methyl) carbamoyl)phenyl)-1H-pyrrolo[2,3-c]pyridin-3-yl)pyrrolidine-1-carboxylate FC1=CC(=C(C=C1)N1C=C(C=2C1=CN=CC2)C2CN(CC2)C(=O)OC(C)(C)C)C(N(C)C(C)C)=O